2-(3-(2-(2-((2-(4-Methoxyphenyl)quinolin-4-yl)amino)ethyl)piperidin-1-yl)propyl)isoindoline-1,3-dione COC1=CC=C(C=C1)C1=NC2=CC=CC=C2C(=C1)NCCC1N(CCCC1)CCCN1C(C2=CC=CC=C2C1=O)=O